(S)-6-((2-amino-3-chloropyridin-4-yl)thio)-3-(5-amino-5,7-dihydrospiro[cyclopenta[b]pyridine-6,4'-piperidin]-1'-yl)pyrazin-2(1H)-one NC1=NC=CC(=C1Cl)SC1=CN=C(C(N1)=O)N1CCC2(CC1)[C@@H](C=1C(=NC=CC1)C2)N